NC1=C(C=C(C=C1)C)O 2-amino-5-methyl-phenol